O.F[B-](F)(F)F.[Rh+2].C1=CCCC=CCC1.C1=CCCC=CCC1.F[B-](F)(F)F bis(1,5-cyclooctadiene) rhodium (II) tetrafluoroborate hydrate